2-((4-((5-Fluoro-4-(8-fluoroquinolin-6-yl)pyrimidin-2-yl)amino)piperidin-1-yl)sulfonyl)ethan-1-ol FC=1C(=NC(=NC1)NC1CCN(CC1)S(=O)(=O)CCO)C=1C=C2C=CC=NC2=C(C1)F